2-((tert-butyldimethylsilyl)oxy)ethanol [Si](C)(C)(C(C)(C)C)OCCO